C(CCCCCCCCCCCCCCC(C)C)C(C(O)(CCCCCCCCCCCCCCCC(C)C)CCCCCCCCCCCCCCCC(C)C)(O)CO triisostearyl-glycerol